6-((4-(5-(azetidin-1-yl)pyridin-3-yl)-1H-1,2,3-triazol-1-yl)methyl)-2-((4,4-dimethylpiperidin-1-yl)methyl)-1H-indole-1-carboxylic acid tert-butyl ester C(C)(C)(C)OC(=O)N1C(=CC2=CC=C(C=C12)CN1N=NC(=C1)C=1C=NC=C(C1)N1CCC1)CN1CCC(CC1)(C)C